[N+](=O)([O-])C=1C=NN(C1)CCC#N 3-(4-Nitro-1H-pyrazol-1-yl)propionitrile